2-benzyl-2-(((2r,3s,4r,5r)-5-(5-chloro-7-(isopropylamino)-3H-imidazo[4,5-b]pyridin-3-yl)-3-ethynyl-3,4-dihydroxytetrahydrofuran-2-yl)methoxy)malonic acid C(C1=CC=CC=C1)C(C(=O)O)(C(=O)O)OC[C@H]1O[C@H]([C@@H]([C@@]1(O)C#C)O)N1C=NC=2C1=NC(=CC2NC(C)C)Cl